3-((2-bromobenzyl)thio)-1H-1,2,4-triazole BrC1=C(CSC2=NNC=N2)C=CC=C1